rac-2-[[4-amino-5-(4-chlorobenzoyl)thiazol-2-yl]-[6-(trifluoromethoxy)-3-pyridyl]amino]propanamide NC=1N=C(SC1C(C1=CC=C(C=C1)Cl)=O)N([C@@H](C(=O)N)C)C=1C=NC(=CC1)OC(F)(F)F |r|